2-chloro-N-(furan-2-ylmethyl)-6,7-dimethoxy-quinazolin-4-amine ClC1=NC2=CC(=C(C=C2C(=N1)NCC=1OC=CC1)OC)OC